C1=CC=C2C(=C1)C3=C4C(=CC=C5C4=C(C=C3)C6=CC=C7C8=C(C=CC5=C68)C9=CC=CC=C9C7=O)C2=O Isoviolanthrone